C[C@H]1CC[C@@H](N(C1)C(C(=O)NC=1C=C(C=NC1)C(=O)N)=O)C=1C=CC=2N(C1)C=NN2 |r| rac-5-{2-[(2R,5S)-5-Methyl-2-{[1,2,4]triazolo[4,3-a]pyridin-6-yl}piperidin-1-yl]-2-oxoacetamido}pyridine-3-carboxamide